4-(2-butenylidene)-3,5,5-trimethylcyclohex-2-en-1-one C(C=CC)=C1C(=CC(CC1(C)C)=O)C